N1CC(C1)N1N=NC=2C=NC=3C(=C(C(=CC3C21)Cl)C2=CC=C(C1=C2N=C(S1)N)F)F 4-(1-(azetidin-3-yl)-8-chloro-6-fluoro-1H-[1,2,3]triazolo[4,5-c]quinolin-7-yl)-7-fluorobenzo[d]thiazol-2-amine